CC1=NC(=CC(=C1)B(O)O)C (2,6-Dimethylpyridin-4-yl)boronic acid